1-(6-chloropyridazin-3-yl)-N-[1-(difluoromethyl)cyclopropyl]pyrrolidin-3-amine ClC1=CC=C(N=N1)N1CC(CC1)NC1(CC1)C(F)F